4-(4-amino-3-(4-phenoxyphenyl)-1H-pyrazolo[3,4-d]pyrimidin-1-yl)-N-(2-(4-(2-(2,6-dioxopiperidin-3-yl)-1-oxoisoindolin-5-yl)piperazin-1-yl)ethyl)cyclohexane-1-carboxamide NC1=C2C(=NC=N1)N(N=C2C2=CC=C(C=C2)OC2=CC=CC=C2)C2CCC(CC2)C(=O)NCCN2CCN(CC2)C=2C=C1CN(C(C1=CC2)=O)C2C(NC(CC2)=O)=O